Tert-butyl 2-(6-chloropyridin-2-yl)-8-hydroxyoctanoate ClC1=CC=CC(=N1)C(C(=O)OC(C)(C)C)CCCCCCO